NCC(=O)C(C(=O)O)CCCC(=O)O glycyl-adipic acid